FC(CN1N=C(C(=C1)N)C)F 1-(2,2-Difluoroethyl)-3-methyl-pyrazol-4-amine